CC1=CC=2N(C=C1C1CCN(CC1)S(=O)(=O)C=1C(=NN(C1)C1=CC=CC=C1)C)N=CN2 7-methyl-6-(1-((3-methyl-1-phenyl-1H-pyrazol-4-yl)sulfonyl)piperidin-4-yl)-[1,2,4]triazolo[1,5-a]pyridine